methyl 1-(4-(((2-(2,6-dioxopiperidin-3-yl)-1-oxoisoindolin-4-yl)oxy)methyl)benzyl)piperidine-3-carboxylate O=C1NC(CCC1N1C(C2=CC=CC(=C2C1)OCC1=CC=C(CN2CC(CCC2)C(=O)OC)C=C1)=O)=O